[N-](S(=O)(=O)C(F)(F)F)S(=O)(=O)C(F)(F)F.CN1CN(C=C1)CCCCCCCCCCCCCCCC 1-methyl-3-hexadecylimidazole bistrifluoromethanesulfonimide salt